C(C)(=O)O[C@@H]1CC2=CC[C@H]3[C@@H]4CC(C[C@@]4(CCN)CC[C@@H]3[C@]2(CC1)C)=O aminomethyl-16-oxo-androst-5-ene-3β-ol acetate